1-(cyclobutyl-methyl)-8-dimethylamino-3-(4-methylsulfonyl-phenyl)-8-phenyl-1,3-diazaspiro[4.5]decan-2-one C1(CCC1)CN1C(N(CC12CCC(CC2)(C2=CC=CC=C2)N(C)C)C2=CC=C(C=C2)S(=O)(=O)C)=O